methylolmethylene diacetate C(C)(=O)OC(CO)OC(C)=O